C1(=CC=CC=C1)OC(C1=CC=C(C=C1)CCC)=O phenyl(4-propyl)benzoat